2-Chloro-3-(4-ethylpiperazin-1-yl)quinoxaline hydrochloride Cl.ClC1=NC2=CC=CC=C2N=C1N1CCN(CC1)CC